4-(pyridin-2-ylmethyl)-3,4-dihydroquinoxaline N1=C(C=CC=C1)CN1CC=NC2=CC=CC=C12